TRIS(trimethylsiloxy)propylsilylpropylsilane (trisacrylate) C(C=C)(=O)O.C(C=C)(=O)O.C(C=C)(=O)O.C[Si](OC(CC[SiH2]CCC[SiH3])(O[Si](C)(C)C)O[Si](C)(C)C)(C)C